O=C1C(N=C2C=CN=C21)=O diketopyrrolo-pyrrole